3-(3-(4-chloro-3-(trifluoromethyl)phenyl)ureido)-2,3,4,9-tetrahydro-1H-carbazole-carboxylic acid ClC1=C(C=C(C=C1)NC(NC1CC(C=2NC3=CC=CC=C3C2C1)C(=O)O)=O)C(F)(F)F